N[C@H](C(=O)NCCNC(C1=C(C=C(C=C1)NC=1C=2N(C=CN1)C(=CN2)C=2C(=NNC2)C(F)(F)F)CC)=O)CNC(=N)N N-[2-[[(2S)-2-amino-3-carbamimidamidopropanoyl]amino]ethyl]-2-ethyl-4-[[3-[3-(trifluoromethyl)-1H-pyrazol-4-yl]imidazo[1,2-a]pyrazin-8-yl]amino]benzamide